BrC1=NNC=C1F 3-bromo-4-fluoro-1H-pyrazole